C(=O)C1=C(C(=O)Cl)C=CC=C1 2-FORMYL-BENZOYL CHLORIDE